6-((1R,6R)-6-aminocyclohex-3-en-1-yl-2,2,3,4,5,5-d6)-7-bromo-2-chloro-N-(thiophen-2-ylmethyl)thieno[3,2-d]pyrimidin-4-amine trifluoroacetate FC(C(=O)O)(F)F.N[C@@H]1C(C(=C(C([C@H]1C1=C(C=2N=C(N=C(C2S1)NCC=1SC=CC1)Cl)Br)([2H])[2H])[2H])[2H])([2H])[2H]